(1S,3aR,6aS)-2-(7-bromo-4-methoxy-1H-indole-2-carbonyl)-N-[(2S)-4-hydroxy-3-oxo-1-[(3S)-2-oxopyrrolidin-3-yl]butan-2-yl]-hexahydro-1H-cyclopenta[c]pyrrole-1-carboxamide BrC=1C=CC(=C2C=C(NC12)C(=O)N1[C@@H]([C@@H]2[C@H](C1)CCC2)C(=O)N[C@@H](C[C@H]2C(NCC2)=O)C(CO)=O)OC